N-((1S)-2-((2-amino-2-isopropyl-2,3-dihydro-1H-inden-5-yl)amino)-1-cyclohexyl-2-oxoethyl)-1-methyl-1H-pyrazole-5-carboxamide NC1(CC2=CC=C(C=C2C1)NC([C@H](C1CCCCC1)NC(=O)C1=CC=NN1C)=O)C(C)C